acryloyloxyphosphonic acid C(C=C)(=O)OP(O)(O)=O